C(C)(C)(C)OC(=O)N1CCC(CC1)CCOCC1=CC=NC=C1 4-(2-(pyridine-4-yl-methoxy)ethyl)piperidine-1-carboxylic acid tert-butyl ester